(E)-4-fluoro-N-((4-(4-(trifluoromethyl)phenyl)pyrido[2,3-d]pyrimidin-2-yl)methyl)but-2-enamide FC/C=C/C(=O)NCC=1N=C(C2=C(N1)N=CC=C2)C2=CC=C(C=C2)C(F)(F)F